(R)-2-(1-(3-chlorophenyl)cyclopropyl)-6-(2-hydroxy-2-(3'-isopropyl-[1,1'-biphenyl]-3-yl)acetyl)-3,5,6,7,8,9-hexahydro-4H-pyrimido[5,4-c]azepin-4-one ClC=1C=C(C=CC1)C1(CC1)C=1NC(C=2CN(CCCC2N1)C([C@@H](C=1C=C(C=CC1)C1=CC(=CC=C1)C(C)C)O)=O)=O